(diphenyltriazinyl)[(dimethyl-fluorenyl)dibenzofuranyl]benzene C1(=CC=CC=C1)C1=C(C(=NN=N1)C1=C(C=CC=C1)C1=C(C=CC=2OC3=C(C21)C=CC=C3)C3=C(C(=CC=2C1=CC=CC=C1CC32)C)C)C3=CC=CC=C3